C(#N)C1=CC(=NC=C1)C#C\C=C/1\C(CN(CC1)C(=O)OC(C)(C)C)(C)C tert-Butyl (4E)-4-[3-(4-cyano-2-pyridyl)prop-2-ynylidene]-3,3-dimethyl-piperidine-1-carboxylate